(S)-2-((6-(4-cyano-2-fluorobenzyl)thio-3',6'-dihydro-[2,4'-bipyridine]-1'(2'H)-yl)methyl)-1-(oxetanyl-2-ylmethyl)-1H-benzo[d]imidazole-6-carboxylic acid C(#N)C1=CC(=C(CSC2=CC=CC(=N2)C=2CCN(CC2)CC2=NC3=C(N2C=C2OCC2)C=C(C=C3)C(=O)O)C=C1)F